7-(4-cyclopentylpiperazin-1-yl)-4,4-dimethyl-N-(4-(trifluoromethyl)phenyl)-3,4-dihydroisoquinoline-2(1H)-carboxamide C1(CCCC1)N1CCN(CC1)C1=CC=C2C(CN(CC2=C1)C(=O)NC1=CC=C(C=C1)C(F)(F)F)(C)C